6-(3-Isopropyl-5-(1-((3-methyloxetan-3-yl)methyl)azetidin-3-yl)-1H-indol-2-yl)-7,8-dimethyl-[1,2,4]triazolo[4,3-a]pyridin C(C)(C)C1=C(NC2=CC=C(C=C12)C1CN(C1)CC1(COC1)C)C=1C(=C(C=2N(C1)C=NN2)C)C